2-(4-nitrophenyl)-2-oxoethyl 4-chlorobenzoate ClC1=CC=C(C(=O)OCC(=O)C2=CC=C(C=C2)[N+](=O)[O-])C=C1